C(C)(=O)N[C@H]1[C@H](O)O[C@@H]([C@H]([C@@H]1O)O)CO 2-acetamido-2-deoxy-beta-D-glucopyranose